ClC1=CC=C(C=C1)CNC(=O)C1CN(C(C1)=O)CC(C)C N-[(4-chlorophenyl)methyl]-1-(2-methylpropyl)-5-oxopyrrolidine-3-carboxamid